methyl 2-(chloromethyl)-3-[(3S)-oxolan-3-ylmethyl]-1,3-benzodiazole-5-carboxylate ClCC=1N(C2=C(N1)C=CC(=C2)C(=O)OC)C[C@H]2COCC2